ClC=1C(=C(C=CC1Cl)NC1=NC=NC2=CC=C(C=C12)C1CN(CCC1)C(C#CC)=O)F 1-(3-(4-((3,4-Dichloro-2-fluorophenyl)amino)quinazolin-6-yl)piperidin-1-yl)but-2-yn-1-one